FC(C=1C(=C(C=CC1)[C@@H](C)NC=1C2=C(N=C(N1)C)NC(C(=C2)CC2=C(C(=CC=C2)OC)OC)=O)F)F (R)-4-((1-(3-(difluoromethyl)-2-fluorophenyl)ethyl)amino)-6-(2,3-dimethoxybenzyl)-2-methylpyrido[2,3-d]Pyrimidin-7(8H)-one